(6-chloro-4-((2-chlorophenyl)amino)pyridin-2-yl)(4-phenylpiperazin-1-yl)methanone ClC1=CC(=CC(=N1)C(=O)N1CCN(CC1)C1=CC=CC=C1)NC1=C(C=CC=C1)Cl